C(#C)C1=CC=C(C=C1)[C@@H](C)N1C2=NC=NC(=C2N=C1)N1CCN(CC1)C(=O)[O-] (R)-4-(9-(1-(4-ethynylphenyl)ethyl)-9H-purin-6-yl)piperazine-1-carboxylate